N-(2-hydroxy-1-(thiophen-2-yl)ethyl)-1-(5-methyl-2-((tetrahydro-2H-pyran-4-yl)amino)-pyrimidin-4-yl)-1H-imidazole-4-carboxamide OCC(C=1SC=CC1)NC(=O)C=1N=CN(C1)C1=NC(=NC=C1C)NC1CCOCC1